The molecule is the 8-amino-7-oxo derivative of nonanoic acid. It has a role as a Saccharomyces cerevisiae metabolite. It is a 7-oxo monocarboxylic acid and an amino acid. It derives from a nonanoic acid. It is a conjugate acid of an 8-amino-7-oxononanoate. It is a tautomer of an 8-amino-7-oxononanoic acid zwitterion. CC(C(=O)CCCCCC(=O)O)N